4-[4-[2-[1-(6,7-dihydro-5H-pyrrolo[1,2-c]imidazol-1-yl)-2-ethoxy-2-oxo-ethyl]-7-fluoro-3-oxo-isoindol-5-yl]phenyl]piperazine-1-carboxylic acid tert-butyl ester C(C)(C)(C)OC(=O)N1CCN(CC1)C1=CC=C(C=C1)C=1C=C2C(N(CC2=C(C1)F)C(C(=O)OCC)C1=C2N(C=N1)CCC2)=O